NC=1C=C2C(N(C(=NC2=CC1)C1=CC=C(C=C1)F)CCOC)=O 6-amino-2-(4-fluorophenyl)-3-(2-methoxyethyl)quinazolin-4(3H)-one